N-(2,4-dichlorophenyl)-2-(3-(2-fluoro-4-methoxyphenyl)-6-oxopyridazin-1(6H)-yl)acetamide ClC1=C(C=CC(=C1)Cl)NC(CN1N=C(C=CC1=O)C1=C(C=C(C=C1)OC)F)=O